1-(3,4-difluorophenyl)-9-(2-(dimethylamino)-6-(1H-pyrazol-1-yl)pyrimidin-4-yl)-1,9-diazaspiro[5.5]undecan-2-one FC=1C=C(C=CC1F)N1C(CCCC12CCN(CC2)C2=NC(=NC(=C2)N2N=CC=C2)N(C)C)=O